(7E)-11-bromo-1,1-dimethoxy-7-undecene BrCCC/C=C/CCCCCC(OC)OC